N6-(1-ethylpropyl)-3-isopropyl-N8-[2-(4-pyridyl)ethyl]-[1,2,4]triazolo[4,3-b]pyridazine-6,8-diamine C(C)C(CC)NC=1C=C(C=2N(N1)C(=NN2)C(C)C)NCCC2=CC=NC=C2